BrC=1N(C(=C(N1)C(=O)OCC)Br)C1C(C1)C(F)(F)F ethyl 2,5-dibromo-1-[2-(trifluoromethyl) cyclopropyl]-1H-imidazole-4-carboxylate